4,5-DIHYDROPYRIDAZIN-3(2H)-ONE N=1NC(CCC1)=O